ClC=1C(=NC=CC1B(O)O)N1CCOCC1 3-CHLORO-2-MORPHOLINOPYRIDINE-4-BORONIC ACID